CC=1C=C(C=C(C1)C)C1=NC(=NC(=N1)C1=CC(=CC(=C1)C)C)C1=CC=C(C=C1)C1=CC(=CC=C1)C1=NC(=C(N=C1C1=CC=CC=C1)C1=CC=CC=C1)C1=CC=CC=C1 2,4-bis(3,5-dimethylphenyl)-6-(3'-(3,5,6-triphenylpyrazin-2-yl)-[1,1'-biphenyl]-4-yl)-1,3,5-triazine